OC(C1=CC=C(C=C1)CC(C)(C)C)C1=CC=C(C=C1)CC(CO)(C)C 3-(4-{hydroxy-[4-(3-hydroxy-2,2-dimethyl-propyl)phenyl]-methyl}-phenyl)-2,2-dimethylpropan